2-amino-4-cyclopropyl-N'-methyl-N'-(pyrimidin-2-yl)-N-((5-(trifluoromethyl)pyridin-2-yl)methyl)quinoline-6-carbohydrazide NC1=NC2=CC=C(C=C2C(=C1)C1CC1)C(=O)N(N(C1=NC=CC=N1)C)CC1=NC=C(C=C1)C(F)(F)F